C(#C)C=1C=CC2=C(OCCN2)N1 6-ethynyl-2,3-dihydro-1H-pyrido[2,3-b][1,4]oxazine